FC=1C=C2C(=NNC2=CC1OCCOC)C1=CC(=NO1)C1=CC=C(C=C1)C(=O)N1CC(C1)N1[C@@H](COCC1)C 5-Fluoro-6-(2-methoxyethoxy)-3-[3-(4-{3-[(3R)-3-methylmorpholin-4-yl]azetidin-1-carbonyl}phenyl)-1,2-oxazol-5-yl]-1H-indazol